ClC1=C(C=C(C=C1COC)COC)C(\C=C\C1=CC=C(C=C1)OC)=O 1-(2-chloro-3,5-dimethoxymethylphenyl)-3-(4-methoxyphenyl)-(2E)-2-propen-1-one